3-amino-2,2-difluoropropanamide hydrochloride Cl.NCC(C(=O)N)(F)F